piperidine-4-carboxamide hemiformate C(=O)O.N1CCC(CC1)C(=O)N.N1CCC(CC1)C(=O)N